N-(4-methyl-3-((3-(9-(tetrahydro-2H-pyran-2-yl)-9H-purin-6-yl)pyridin-2-yl)amino)phenyl)-4-(trifluoromethyl)-2-oxabicyclo[2.1.1]hexane-1-carboxamide CC1=C(C=C(C=C1)NC(=O)C12OCC(C1)(C2)C(F)(F)F)NC2=NC=CC=C2C2=C1N=CN(C1=NC=N2)C2OCCCC2